C(C=C)(=O)OC[SiH2]O[SiH3] acryloyloxyMethyldisiloxane